N-(2-(2-(1-hydroxy-2-(naphthalen-2-ylamino)-2-oxoethyl)pyrrolidin-1-yl)-2-oxoethyl)-6-(3-(piperidin-1-yl)propoxy)quinoline-4-carboxamide OC(C(=O)NC1=CC2=CC=CC=C2C=C1)C1N(CCC1)C(CNC(=O)C1=CC=NC2=CC=C(C=C12)OCCCN1CCCCC1)=O